N(=[N+]=[N-])CSSCN=[N+]=[N-] Azidomethyl Disulfide